FC(COC(N(C1=NC=C(C=C1)C=1C=NC(=NC1)OC)[C@@H]1CC[C@H](CC1)NC1=NC=C(C(=N1)C1=C(C=NN1C)Cl)C#N)=O)F 2,2-difluoroethyl(trans-4-((4-(4-chloro-1-methyl-1H-pyrazol-5-yl)-5-cyanopyrimidin-2-yl)amino)cyclohexyl)(5-(2-methoxypyrimidin-5-yl)pyridin-2-yl)carbamate